(1,2,4-triisopropylcyclopentadienyl)tris(dimethylamino)zirconium C(C)(C)C1(C(=CC(=C1)C(C)C)C(C)C)[Zr](N(C)C)(N(C)C)N(C)C